FC(CCCOC1=CC=C2C=C(C(=C(C2=C1)F)N1CC(NS1(=O)=O)=O)O)F 5-[7-(4,4-difluorobutoxy)-1-fluoro-3-hydroxynaphthalen-2-yl]-1λ6,2,5-thiadiazolidine-1,1,3-trione